C1(=CC=CC=C1)C1=NN=NN1 phenyltetrazol